7-((5-chloro-2-((2-chloro-3-methyl-4-(4-methylpiperazin-1-yl)phenyl)amino)pyrimidin-4-yl)amino)isoindolin-1-one ClC=1C(=NC(=NC1)NC1=C(C(=C(C=C1)N1CCN(CC1)C)C)Cl)NC=1C=CC=C2CNC(C12)=O